CN1CC(=O)OC(C1)=O methyliminodiacetic anhydride